2-(2-isopropylphenyl)-9-(4-(2-methylpyrrolidine-1-carbonyl)benzyl)-7,9-dihydro-8H-purin-8-one C(C)(C)C1=C(C=CC=C1)C1=NC=C2NC(N(C2=N1)CC1=CC=C(C=C1)C(=O)N1C(CCC1)C)=O